C(N)(=O)C=1C=C2C(=NC1OC1CC3(CC(C3)NC(OCC3=CC=CC=C3)=O)C1)CCOC2 Benzyl ((2S,4s,6S)-6-((3-carbamoyl-7,8-dihydro-5H-pyrano[4,3-b]pyridin-2-yl)oxy)spiro[3.3]heptan-2-yl)carbamate